(E)-3-(7-methoxy-1H-indol-3-yl)-N-[2-(2-thiophen-2-ylphenyl)ethyl]prop-2-enamide COC=1C=CC=C2C(=CNC12)/C=C/C(=O)NCCC1=C(C=CC=C1)C=1SC=CC1